FC(C=1C=C(C=C(C1)C(F)(F)F)C1CN(CC1)CCC(=O)N1CC(C1)(F)F)(F)F 3-(3-(3,5-bis(trifluoromethyl)phenyl)pyrrolidin-1-yl)-1-(3,3-difluoroazetidin-1-yl)propan-1-one